7-[(1E)-1-{[2-(1H-imidazol-4-yl)ethyl]carbamoyl}prop-1-en-2-yl]-1H-indole-2-carboxylic acid N1C=NC(=C1)CCNC(=O)\C=C(/C)\C=1C=CC=C2C=C(NC12)C(=O)O